3-METHOXY-5-METHYLPHENYLBORONIC ACID COC=1C=C(C=C(C1)C)B(O)O